C(C1=CC=CC=C1)NS(=O)(=O)C=1C=CC(=C(C(=O)NC=2SC(=CN2)C)C1)N1CCCC1 5-(benzylsulfamoyl)-N-(5-methyl-1,3-thiazol-2-yl)-2-pyrrolidin-1-ylbenzamide